ClC1=C(C=C2C(=N1)C=CN2C(C)C)C#N 5-chloro-6-cyano-1-isopropyl-1H-pyrrolo[3,2-b]pyridine